N-(9H-Fluoren-2-ylmethoxycarbonyloxy)succinimide 2,2-difluoroethyl-1,1,1-trifluoromethanesulfonate FC(COS(=O)(=O)C(F)(F)F)F.C1=C(C=CC=2C3=CC=CC=C3CC12)COC(=O)ON1C(CCC1=O)=O